[6-(4-carbamoyl-4-methyl-1-piperidyl)-8-(2-chlorophenyl)-9-(4-chlorophenyl)purin-2-yl]imidazole-4-carboxylic acid C(N)(=O)C1(CCN(CC1)C1=C2N=C(N(C2=NC(=N1)C=1NC=C(N1)C(=O)O)C1=CC=C(C=C1)Cl)C1=C(C=CC=C1)Cl)C